Methyl (Z)-1-(4-amino-2-fluorobut-2-en-1-yl)-2-methyl-4-(4-(methylsulfonyl)phenyl)-1H-Benzo[d]imidazole-6-carboxylate hydrochloride Cl.NC\C=C(\CN1C(=NC2=C1C=C(C=C2C2=CC=C(C=C2)S(=O)(=O)C)C(=O)OC)C)/F